N1(C=CC=2C1=CN=CC2)C[C@@H]2CC[C@H](CC2)C(=O)OC methyl trans-4-(pyrrolo[2,3-c]pyridin-1-ylmethyl)cyclohexanecarboxylate